5-(trifluoromethyl)-4-((2-(trifluoromethyl)pyridin-4-yl)carbamoyl)-1H-pyrazole FC(C1=C(C=NN1)C(NC1=CC(=NC=C1)C(F)(F)F)=O)(F)F